FC=1C(=NC(=NC1)NC1CCC(CC1)NCCCC#C)C=1C=NN(C1CC1CC1)C (1r,4r)-N1-(5-Fluoro-4-(5-(cyclopropylmethyl)-1-methyl-1H-pyrazol-4-yl)pyrimidin-2-yl)-N4-(pent-4-yn-1-yl)cyclohexane-1,4-diamine